ClC1=C(C=C(C=C1)N(C(=O)C1N(NC(C1)=O)C1=NC(=CC(=N1)OC)C(F)(F)F)C)C N-(4-chloro-3-methylphenyl)-2-(4-methoxy-6-(trifluoromethyl)pyrimidin-2-yl)-N-methyl-5-oxopyrazolidine-3-carboxamide